OCC1(CCOCC1)NC(=O)C1=C(OC2=C1C=C(C=C2)OCC=2SC=CN2)C N-(4-(hydroxymethyl)tetrahydro-2H-pyran-4-yl)-2-methyl-5-(thiazol-2-ylmethoxy)benzofuran-3-carboxamide